perylene-d12 [2H]C1=C(C2=C3C(=C1[2H])C4=C(C(=C(C5=C4C(=C(C(=C5[2H])[2H])[2H])C3=C(C(=C2[2H])[2H])[2H])[2H])[2H])[2H])[2H]